1-(4-(3-((4-amino-7-methyl-5-(4-(1-methylcyclopropoxy)phenyl)-7H-pyrrolo[2,3-d]pyrimidin-6-yl)ethynyl)azetidin-1-yl)piperidin-1-yl)prop-2-en-1-one NC=1C2=C(N=CN1)N(C(=C2C2=CC=C(C=C2)OC2(CC2)C)C#CC2CN(C2)C2CCN(CC2)C(C=C)=O)C